C(#N)C=1C=NN2C1C(=C(C=C2)NC2=CC(=NC=C2C(=O)NC([2H])([2H])[2H])NC2=NC=C(C=C2)N2CCOCC2)OC 4-((3-Cyano-4-methoxypyrazolo[1,5-a]pyridin-5-yl)amino)-N-(methyl-d3)-6-((5-morpholinopyridin-2-yl)amino)nicotinamide